FC(C(=O)C1=CC=CC=C1)C1=CC=CC=C1 fluoro-2-phenylacetophenone